N1C=C(C2=CC=CC=C12)C1=NSC(=N1)C1=CNC2=CC=CC=C12 3,5-di(1H-indol-3-yl)-1,2,4-thiadiazole